[OH-].C[N+]12CCCC3=CC=CC(=C13)CCC2 4-methyl-2,3,6,7-tetrahydro-1H,5H-pyrido[3,2,1-ij]quinolinium hydroxide